C(C)(C)(C)OC(=O)N1CC2CCC(C1)N2C=2SC(=C(N2)C2=C(C(=CC=C2)NS(=O)(=O)C2=C(C=CC=C2F)F)F)C2=NC(=NC=C2)Cl 8-(5-(2-chloropyrimidin-4-yl)-4-(3-((2,6-difluorophenyl)-sulfonylamino)-2-fluorophenyl)thiazol-2-yl)-3,8-diazabicyclo[3.2.1]octane-3-carboxylic acid tert-butyl ester